N1=C(C=CC=C1)C=1C=CC=2N(C1)N=CC2 6-(pyridin-2-yl)pyrazolo[1,5-a]pyridine